perfluorohexyl-ethyl-sodium FC(C(F)(F)F)([Na])C(C(C(C(C(C(F)(F)F)(F)F)(F)F)(F)F)(F)F)(F)F